5-[(Isoquinolin-3-ylmethyl)methylamino]-2-(pyridin-2-yl)-4,5,6,7-tetrahydro-2H-indazol-3-ol C1=NC(=CC2=CC=CC=C12)CN(C1CC2=C(N(N=C2CC1)C1=NC=CC=C1)O)C